FC(C(C#C)(O)C1=CC(=CC=C1)C=1C=NN(C1)COCC[Si](C)(C)C)(F)F 1,1,1-trifluoro-2-(3-(1-((2-(trimethylsilyl)ethoxy)methyl)-1H-pyrazol-4-yl)phenyl)but-3-yn-2-ol